FC1(CC(C1)CC1=CC(=C(N1C1=CC=C(C#N)C=C1)C)C(CN1C2[C@@H](CC1CC2)O)=O)F (+-)-4-(5-((3,3-difluorocyclobutyl)methyl)-3-(2-((2R)-2-hydroxy-7-azabicyclo[2.2.1]heptan-7-yl)acetyl)-2-methyl-1H-pyrrol-1-yl)benzonitrile